C(C)N1N=C(C=C1)C=1C(=C(NC1)C(=O)OC)C methyl 4-(1-ethyl-1H-pyrazol-3-yl)-3-methyl-1H-pyrrole-2-carboxylate